(2s,3r,4r,5s)-2-formyl-1-phenethyl-piperidine C(=O)[C@H]1N(CCCC1)CCC1=CC=CC=C1